Dimethoxypyridine COC1=C(N=CC=C1)OC